C=C(C=O)[C@H]1C[C@@H]([C@@]2([C@H]1[C@H](OC2)O)O)OC(=O)/C=C\\C3=CC=C(C=C3)O The molecule is an iridoid monoterpenoid that is hexahydro-1H-cyclopenta[c]furan substituted by hydroxy groups at positions 1 and 3a, a 3-oxopropen-2yl group at position 6 and a cis-4-coumaroyloxy moiety at position 4 (the 1S,3aS,4S,6S,6aS stereoisomer). Isolated from the leaves of Viburnum luzonicum, it exhibits antineoplastic activity. It has a role as a metabolite and an antineoplastic agent. It is an aldehyde, a cinnamate ester, a cyclic ether, an iridoid monoterpenoid, an organic heterobicyclic compound, a secondary alcohol, a tertiary alcohol and a member of phenols. It derives from a cis-4-coumaric acid.